1-[3-(1-Hydroxyethyl)-6-[5-[(2-oxopyrrolidin-1-yl)methyl]benzimidazol-1-yl]-2-pyridyl]-5-methyl-pyrazole-3-carbonitrile OC(C)C=1C(=NC(=CC1)N1C=NC2=C1C=CC(=C2)CN2C(CCC2)=O)N2N=C(C=C2C)C#N